O=C1N(CCC(N1)=O)C=1C=NC=CC1CN1CCN(CC1)CCNC(=O)C1=CC2=C(O1)C(C1=CC=CC=C1C2=O)=O N-(2-(4-((3-(2,4-dioxotetrahydropyrimidin-1(2H)-yl)pyridin-4-yl)methyl)piperazin-1-yl)ethyl)-4,9-dioxo-4,9-dihydronaphtho[2,3-b]furan-2-carboxamide